N-{(R)-1-[2-Fluoro-3-(trifluoromethyl)phenyl]ethyl}-5-[(R)-1-hydroxyethyl]-1-[5-(1-methyl-1H-1,2,3-triazol-5-yl)-3-pyridyl]-6-oxo-1,6-dihydropyridazine-3-carboxamide FC1=C(C=CC=C1C(F)(F)F)[C@@H](C)NC(=O)C1=NN(C(C(=C1)[C@@H](C)O)=O)C=1C=NC=C(C1)C1=CN=NN1C